tert-butyl 7-{2-[(4-methanesulfonylphenyl)amino]-5H,6H,7H,8H-pyrido[3,4-d]pyrimidin-7-yl}-8-methyl-1H,2H,3H-pyrido[2,3-b][1,4]oxazine-1-carboxylate CS(=O)(=O)C1=CC=C(C=C1)NC=1N=CC2=C(N1)CN(CC2)C2=C(C1=C(OCCN1C(=O)OC(C)(C)C)N=C2)C